C1=C(C=CC=2OC3=C(C21)C=CC=C3)CNC3=CN=C(N(C3=O)CC(=O)NCC3=CC=2C=NC=CC2N3S(=O)(=O)C3=CC=CC=C3)C3=CC=C(C=C3)F 2-(5-((dibenzo[b,d]furan-2-ylmethyl)amino)-2-(4-fluorophenyl)-6-oxopyrimidin-1(6H)-yl)-N-((1-(benzenesulfonyl)-1H-pyrrolo[3,2-C]pyridin-2-yl)methyl)acetamide